C(C=CCCCCCCCCCCCCCCCCC)(=O)OC[C@@H](O)COP(=O)([O-])OCC[N+](C)(C)C 1-(13Z-eicosaenoyl)-sn-glycero-3-phosphocholine